2-[3-Cyano-4-[(E)-2-[5-[(E)-2-(4-hydroxybutoxy)-4-[(2-hydroxyethyl)(methyl)amino]styryl]thiophen-2-yl]vinyl]-5-phenyl-5-(trifluoromethyl)furan-2(5H)-ylidene]malononitrile C(#N)C=1C(OC(C1\C=C\C=1SC(=CC1)\C=C\C1=C(C=C(C=C1)N(C)CCO)OCCCCO)(C(F)(F)F)C1=CC=CC=C1)=C(C#N)C#N